N-(5-(((2S,4R)-2-methyl-4-((6-(trifluoromethyl)pyrimidin-4-yl)oxy)pyrrolidin-1-yl)methyl)thiazol-2-yl)acetamide C[C@@H]1N(C[C@@H](C1)OC1=NC=NC(=C1)C(F)(F)F)CC1=CN=C(S1)NC(C)=O